2-cyclohexylmethyl-1,2,3,4,4a,5,8,8a-octahydro-1,4:5,8-dimethanonaphthalene C1(CCCCC1)CC1C2C3C4C=CC(C3C(C1)C2)C4